FC=1C=C(C=CC1)C1=C(C=CC=C1)C(/C=C/C=1C=CC(=C(C1)/C=C/C(=O)O)OC)=O (E)-3-[5-((E)-3-(2-(3-fluorophenyl)phenyl)-3-oxopropenyl)-2-methoxyphenyl]acrylic acid